6-chloro-2-fluoro-3-(4-vinyltetrahydrofuran-2-yl)pyridine ClC1=CC=C(C(=N1)F)C1OCC(C1)C=C